NC1=NC2=CC=C(C=C2C=C1C)C(=O)N(CC1=NC=C(C=C1)C(F)(F)F)[C@@H]1C[C@H](C1)C#N 2-amino-N-(trans-3-cyanocyclobutyl)-3-methyl-N-((5-(trifluoromethyl)-2-pyridinyl)methyl)-6-quinolinecarboxamide